N-((3-fluoropyridin-2-yl)methyl)-2-(2-((2-(1-(pyridin-2-ylmethyl)-1H-benzo[d]imidazol-2-yl)ethyl)amino)ethyl)oxazole-4-carboxamide FC=1C(=NC=CC1)CNC(=O)C=1N=C(OC1)CCNCCC1=NC2=C(N1CC1=NC=CC=C1)C=CC=C2